CC=1C=CC(=NC1)NC(=O)C=1C=2C[C@H]3[C@@H](C2N(N1)C1=C(C=C(C=C1)F)F)C3 (1aS,5aS)-2-(2,4-Difluoro-phenyl)-1a,2,5,5a-tetrahydro-1H-2,3-diaza-cyclopropa[a]pentalene-4-carboxylic acid (5-methyl-pyridin-2-yl)-amide